tert-butyl 2-((2-(5-amino-6-oxo-2-phenylpyrimidin-1(6H)-yl) acetamido) methyl)-1H-pyrrolo[3,2-c]pyridine-1-carboxylate NC1=CN=C(N(C1=O)CC(=O)NCC1=CC=2C=NC=CC2N1C(=O)OC(C)(C)C)C1=CC=CC=C1